ClC1=NC(=NC(=N1)C1=CC=CC=C1)C1=CC=CC=2N(C3=CC=CC=C3C12)C1=CC=CC=C1 4-(4-chloro-6-phenyl-1,3,5-triazin-2-yl)-9-phenyl-9H-carbazole